C12CCC(CC2O1)COC(=O)C1CCC2OC2C1.FC(C1=CC=C(C=C1)C=1SC=CN1)(F)F 2-(4-(trifluoromethyl)phenyl)thiazole 7-oxabicyclo[4.1.0]heptan-4-ylmethyl-7-oxabicyclo[4.1.0]heptane-4-carboxylate